FC=1C(=C2C(=NC1NC1=NC(=CC(=C1)NC([2H])([2H])[2H])C)CCO2)C=2CCCNCC2 N2-[6-fluoro-7-(2,3,4,7-tetrahydro-1H-azepin-5-yl)-2,3-dihydrofuro[3,2-b]pyridin-5-yl]-6-methyl-N4-(trideuteriomethyl)pyridine-2,4-diamine